FC=1C(=NC(=NC1)N1CCNCC1)C1=NC(=NN1C)C#N 5-(5-fluoro-2-(piperazin-1-yl)pyrimidin-4-yl)-1-methyl-1H-1,2,4-triazole-3-carbonitrile